Ammonium 2-((4-(6-((4-Methylbenzyl)oxy)pyridin-2-yl)piperidin-1-yl)methyl)-1-(2-methoxyethyl)-1H-benzo[d]imidazole-6-carboxylate CC1=CC=C(COC2=CC=CC(=N2)C2CCN(CC2)CC2=NC3=C(N2CCOC)C=C(C=C3)C(=O)[O-])C=C1.[NH4+]